FC=1C(=CC2=C(NC(=N2)C2=NNC=3C[C@@]4([C@H](CC23)C4)C)C1C)N(C([C@H](C)N1CCOCC1)=O)C (S)-N-(6-fluoro-7-methyl-2-((4aS,5aR)-5a-methyl-1,4,4a,5,5a,6-hexahydrocyclopropa[f]indazol-3-yl)-1H-benzo[d]imidazol-5-yl)-N-methyl-2-morpholinopropanamide